5-benzyl-1-methyl-1H-imidazo[4,5-c]pyridin-5-ium C(C1=CC=CC=C1)[N+]1=CC2=C(C=C1)N(C=N2)C